CC1=C2C(C(=CN(C2=NC(=C1)N1CC(C1)C(NC=1N=NC=CN1)=O)C=1SC=CN1)C(=O)O)=O 5-methyl-4-oxo-1-(1,3-thiazol-2-yl)-7-{3-[(1,2,4-triazin-3-yl)carbamoyl]azetidin-1-yl}-1,4-dihydro-1,8-naphthyridine-3-carboxylic acid